Cl.Cl.COC([C@@H](CCCCN1CCCCC1)N)=O (2R)-2-amino-6-(piperidin-1-yl)hexanoic acid methyl ester dihydrochloride